C(=C)C(C(=O)[O-])CC(F)(F)F Vinyltrifluorobutyrat